OC1=C(C(N(C2=CC=CC=C12)C)=O)C(=O)NC1=CC=CC=C1 4-hydroxy-1-methyl-2-oxo-N-phenyl-quinoline-3-carboxamide